ClC1=CN=C2C(=N1)N(N=C2)C2OCCCC2 6-chloro-1-(oxan-2-yl)-1H-pyrazolo[3,4-b]Pyrazine